2-[4-(2-chlorophenyl)-2-oxo-chromen-7-yl]oxy-2-methyl-propionic acid ethyl ester C(C)OC(C(C)(C)OC1=CC=C2C(=CC(OC2=C1)=O)C1=C(C=CC=C1)Cl)=O